3-propargyloxypropanoic acid, succinimidyl ester C(C#C)OCCC(=O)ON1C(CCC1=O)=O